N-[4-pyridinyl]benzamide N1=CC=C(C=C1)NC(C1=CC=CC=C1)=O